difluoro-N-(4-(3-(5-methylfuran-2-yl)imidazo[1,2-b]pyridazin-6-yl)phenyl)benzenesulfonamide FC=1C(=C(C=CC1)S(=O)(=O)NC1=CC=C(C=C1)C=1C=CC=2N(N1)C(=CN2)C=2OC(=CC2)C)F